C(C)N1C=NC2=C(C1=O)C=CS2 3-Ethylthieno[2,3-d]pyrimidin-4(3H)-one